3-(1-methyl-6-(piperidin-4-ylamino)-1H-indazol-3-yl)piperidine-2,6-dione hydrochloride Cl.CN1N=C(C2=CC=C(C=C12)NC1CCNCC1)C1C(NC(CC1)=O)=O